N[C@@H]1[C@@H](OCC12CCN(CC2)C=2N(C(C1=C(N2)NC=C1C1=C(C(=NC=C1)OC)Cl)=O)C)C 2-((3S,4S)-4-amino-3-methyl-2-oxa-8-azaspiro[4.5]decan-8-yl)-5-(3-chloro-2-methoxypyridin-4-yl)-3-methyl-3,7-dihydro-4H-pyrrolo[2,3-d]pyrimidin-4-one